C(=O)(O)[C@H]1C(C(=O)O[C@@H]1CCC)=C (3S,4R)-3-Carboxy-2-methylene-heptan-4-olide